Cl.Cl.CN1N=CC(=C1)C=1C=CC=2N(C1)N=CC2C#N 6-(1-methyl-1H-pyrazol-4-yl)pyrazolo[1,5-a]Pyridine-3-carbonitrile dihydrochloride